6-(1-(4-(4-isopropyl-5-(8-methyl-[1,2,4]triazolo[1,5-a]pyridin-6-yl)-1H-pyrazol-3-yl)phenyl)ethyl)-2-oxa-6-azaspiro[3.3]heptane C(C)(C)C=1C(=NNC1C=1C=C(C=2N(C1)N=CN2)C)C2=CC=C(C=C2)C(C)N2CC1(COC1)C2